(S)-9-bromo-10-chloro-2,2,8-trifluoro-6-(((2R,7aS)-2-fluorotetrahydro-1H-pyrrolizin-7a(5H)-yl)methoxy)-2,3,12,12a-tetrahydro-1H-pyrrolo[2',1':3,4][1,4]oxazepino[5,6,7-de]quinazoline BrC=1C(=CN2C1[C@@H](OC=1C=3C2NC(NC3C=CC1OC[C@]13CCCN3C[C@@H](C1)F)(F)F)F)Cl